FC1(C[C@@H](CNC1)CC(=O)[O-])F (S)-2-(5,5-Difluoropiperidin-3-yl)acetate